2-(5-(4-amino-3-(2-fluoro-4-phenoxyphenyl)-1H-pyrazolo[3,4-D]pyrimidin-1-yl)-3,3-difluoropiperidine-1-carbonyl)-4-methyl-4-(4-(oxetan-3-yl)piperazin-1-yl)pent-2-enenitrile NC1=C2C(=NC=N1)N(N=C2C2=C(C=C(C=C2)OC2=CC=CC=C2)F)C2CC(CN(C2)C(=O)C(C#N)=CC(C)(N2CCN(CC2)C2COC2)C)(F)F